C1(=CC=CC=C1)C1OC(OCC1)=C 4-Phenyl-2-methylen-1,3-dioxan